N-(3-(aminomethyl)-5-fluorophenyl)-1-methyl-1H-pyrazol-3-amine NCC=1C=C(C=C(C1)F)NC1=NN(C=C1)C